Cl.C(C)C1=C(C(=CC=C1)CC)N1N=C2C(CNCC2)=C1C1=C2C=CNC2=C(C(=C1)F)CO [4-[2-(2,6-diethylphenyl)-4,5,6,7-tetrahydropyrazolo[4,3-c]pyridin-3-yl]-6-fluoro-1H-indol-7-yl]methanol hydrochloride